FC=1C=C2C3([C@@H](CN4C2=C(C1F)C=C4)NC)CC3 (S)-8',9'-difluoro-N-methyl-4',5'-dihydrospiro[cyclopropane-1,6'-pyrrolo[3,2,1-ij]quinolin]-5'-amine